S(=O)(=O)([O-])O.[OH-].[Cr+2] chromium(II) hydroxide sulphate